(3R,3'R)-4,4'-(3-(1H-pyrazol-3-yl)pyrazolo[1,5-a]Pyrimidine-5,7-diyl)bis(3-methylmorpholine) N1N=C(C=C1)C=1C=NN2C1N=C(C=C2N2[C@@H](COCC2)C)N2[C@@H](COCC2)C